(E)-6-chloro-2-methyl-4-styrylpyridazin-3(2H)-one ClC=1C=C(C(N(N1)C)=O)\C=C\C1=CC=CC=C1